C1(CC1)COC1=NC=CC(=C1)CNC(=O)NC1CC2(C1)CCC2 1-[[2-(cyclopropylmethoxy)pyridin-4-yl]methyl]-3-spiro[3.3]heptan-2-ylurea